(+)-6-{2-(4-Fluorophenyl)-6-[(methylamino)methyl]-4,5,6,7-tetrahydropyrazolo[1,5-a]pyrimidin-3-yl}-2-(2-methylphenyl)pyridazin-3(2H)-one FC1=CC=C(C=C1)C1=NN2C(NCC(C2)CNC)=C1C=1C=CC(N(N1)C1=C(C=CC=C1)C)=O